(1,3-Bis((tert-butyldiphenylsilyl)oxy)isoquinolin-6-yl)methanol [Si](C1=CC=CC=C1)(C1=CC=CC=C1)(C(C)(C)C)OC1=NC(=CC2=CC(=CC=C12)CO)O[Si](C1=CC=CC=C1)(C1=CC=CC=C1)C(C)(C)C